C(=O)(O)C1=CC=C(C=C1)C1=NC(=NC(=N1)C(Cl)(Cl)Cl)C(Cl)(Cl)Cl 4-(4-carboxyphenyl)-2,6-bis(trichloromethyl)-1,3,5-triazine